tert-butyl ((1s,4s)-4-((3-(((4,6-dimethyl-2-oxo-1,2-dihydropyridin-3-yl)methyl)carbamoyl)-2-methyl-5-(1-methyl-1H-pyrazol-4-yl)phenyl)(methyl)amino)cyclohexyl)carbamate CC1=C(C(NC(=C1)C)=O)CNC(=O)C=1C(=C(C=C(C1)C=1C=NN(C1)C)N(C1CCC(CC1)NC(OC(C)(C)C)=O)C)C